2-(3,4-methylenedioxyphenyl)-N-carbonylbenzyloxyserine C1OC=2C=C(C=CC2O1)C1=C(CO[C@](N=C=O)(CO)C(=O)O)C=CC=C1